3-(4-(Aminomethyl)-4-methylpiperidin-1-yl)-6-((2-(trifluoromethyl)phenyl)thio)pyrazin-2(1H)-on NCC1(CCN(CC1)C=1C(NC(=CN1)SC1=C(C=CC=C1)C(F)(F)F)=O)C